OC[C@H](C1=CC=CC=C1)NC1=NC(=NC=C1C1=NOC(=N1)C)NC=1C=C2CCN(C(C2=CC1)=O)C 6-[[4-[[(1S)-2-hydroxy-1-phenyl-ethyl]amino]-5-(5-methyl-1,2,4-oxadiazol-3-yl)pyrimidin-2-yl]amino]-2-methyl-3,4-dihydroisoquinolin-1-one